methyl 2-(bromomethyl)thiazole-5-carboxylate BrCC=1SC(=CN1)C(=O)OC